NC(C)(C)C1=CC(=NC(=C1)C1=CC(=C(C=C1)Cl)F)OC1[C@@H]2CN(C[C@H]12)C(=O)C=1C(=NN(C1)C1=NC=CC=N1)C ((1R,5S,6s)-6-((4-(2-aminopropan-2-yl)-6-(4-chloro-3-fluorophenyl)pyridin-2-yl)oxy)-3-azabicyclo[3.1.0]hexan-3-yl)(3-methyl-1-(pyrimidin-2-yl)-1H-pyrazol-4-yl)methanone